C[C@H]1N(CCOC1)C=1C=C(C=2N(N1)C(=NC2)C2=CC=NN2)N2CCOCC2 (R)-3-methyl-4-(4-morpholino-7-(1H-pyrazol-5-yl)imidazo[1,5-b]pyridazin-2-yl)morpholine